FC1=CC=C(C(=O)OC(C2=CC=C(C=C2)F)=O)C=C1 p-fluorobenzoic acid anhydride